N-(2-(imidazo[1,2-a]pyridin-3-yl)propan-2-yl)-N-propylazetidine-3-carboxamide N=1C=C(N2C1C=CC=C2)C(C)(C)N(C(=O)C2CNC2)CCC